FC1=C(C=CC(=C1)F)N1N=C(C2=CC(=CC=C2C1=O)F)C=1C=C(C=CC1)S(=O)(=O)NC 3-(3-(2,4-difluorophenyl)-7-fluoro-4-oxo-3,4-dihydro-phthalazin-1-yl)-N-methylbenzenesulfonamide